OC(O)C12C3CCCC3C(CC1)C2 dihydroxymethyltricyclo[5.2.1.02,6]decane